FC(C(C(C(C(C(C(C(C(C(C(C(C(C(C(C(F)(F)F)(F)F)(F)F)(F)F)(F)F)(F)F)(F)F)(F)F)(F)F)(F)F)(F)F)(F)F)(F)F)(F)F)(F)F)(S(=O)(=O)[O-])F perfluoro-1-hexadecanesulfonate